C1(CCCCC1)NC(=O)C=1SC=C2C1N=C(NC2=O)C=2C=NC=CC2 N-cyclohexyl-4-oxo-2-(pyridin-3-yl)-3,4-dihydrothieno[3,4-d]pyrimidine-7-carboxamide